N1(C=CC=C1)CCNC(=O)NC1=CC(=C(C(=C1)C)OC1=CC(=CC(=C1)C)C=1C(=NOC1C)C)C 1-(2-(1H-pyrrol-1-yl)ethyl)-3-(4-(3-(3,5-dimethylisoxazol-4-yl)-5-methylphenoxy)-3,5-dimethylphenyl)urea